ClCC1=CC=2NC(N(C(C2S1)=O)CC)=O 6-(chloromethyl)-3-ethyl-thieno[3,2-d]pyrimidine-2,4(1H,3H)-dione